C(C1=CC=CC=C1)C1(CC(=NO1)[C@@H](COC)NC(=O)C1=NC=CC2=CC=CC=C12)C(=O)OC methyl 5-benzyl-3-((S)-1-(isoquinoline-1-carboxamido)-2-methoxyethyl)-4,5-dihydroisoxazole-5-carboxylate